3',5-diallyl-3-nitro-[1,1'-biphenyl]-2,4'-diol C(C=C)C=1C=C(C=CC1O)C=1C(=C(C=C(C1)CC=C)[N+](=O)[O-])O